ClC=1C(=C(C=CC1)[C@H]1NOCC1)F (S)-3-(3-chloro-2-fluorophenyl)isoxazolidine